1-((2-((4-(tert-butoxycarbonyl)piperazin-1-yl)methyl)-6-cyano-4-fluorophenoxy)methyl)cyclopropane-1-carboxylic acid C(C)(C)(C)OC(=O)N1CCN(CC1)CC1=C(OCC2(CC2)C(=O)O)C(=CC(=C1)F)C#N